3-Cyclopropyl-2-oxoimidazolidine C1(CC1)N1C(NCC1)=O